1-(2-(Bis(methyl-d3)amino)ethyl)-N-((1,2,3,5,6,7-hexahydro-s-indacen-4-yl)carbamoyl)-1H-pyrazole-3-sulfonamide, potassium salt [K].C([2H])([2H])([2H])N(CCN1N=C(C=C1)S(=O)(=O)NC(NC1=C2CCCC2=CC=2CCCC12)=O)C([2H])([2H])[2H]